((3-(3-(4-bromobenzyl)-2,5-dioxo-1-phenylimidazolin-4-yl)propanamido)methyl)-N-hydroxybenzamide BrC1=CC=C(CN2C(N(C(C2CCC(=O)NCC2=C(C(=O)NO)C=CC=C2)=O)C2=CC=CC=C2)=O)C=C1